C1(CC1)C=1N(C=C(N1)C(=O)OC(C)(C)C)C tert-Butyl 2-cyclopropyl-1-methyl-1H-imidazole-4-carboxylate